COC1=C(C=CC=C1)S(=O)(=N)CP(OCC)(OCC)=O Diethyl ((2-methoxyphenylsulfonimidoyl)methyl)phosphonate